3-((difluoromethyl)sulfonyl)-N-((2-(6-((2,2,6,6-tetramethyltetrahydro-2H-pyran-4-yl)oxy)pyridin-3-yl)-1,6-naphthyridin-7-yl)methyl)benzamide FC(S(=O)(=O)C=1C=C(C(=O)NCC2=NC=C3C=CC(=NC3=C2)C=2C=NC(=CC2)OC2CC(OC(C2)(C)C)(C)C)C=CC1)F